2-(2-methoxypyridin-3-yl)pyrazolo[5,1-b]Thiazole-7-carboxamide COC1=NC=CC=C1C1=CN2C(S1)=C(C=N2)C(=O)N